C(C)(C)(C)OC(=O)N(C1CC2=C(C=C(S2)C(=O)O)CC1)CC1=C(C=C(C=C1)OC)OC 6-[tert-butoxycarbonyl-[(2,4-dimethoxyphenyl)methyl]amino]-4,5,6,7-tetrahydrobenzothiophene-2-carboxylic acid